C12C(NCC2O1)=O 6-oxa-3-azabicyclo[3.1.0]hexan-2-one